methyl (2-(3-(3-(((S)-1-methoxy-4-methyl-1-oxopentan-2-yl)carbamoyl)-1H-pyrazol-5-yl)phenyl)oxazole-5-carbonyl)-L-leucinate COC([C@H](CC(C)C)NC(=O)C1=NNC(=C1)C=1C=C(C=CC1)C=1OC(=CN1)C(=O)N[C@@H](CC(C)C)C(=O)OC)=O